2-(2-t-butylcyclohexyloxy)-butanal C(C)(C)(C)C1C(CCCC1)OC(C=O)CC